C[Si](CCOCN1C(=NN=C1)C=1C=C(C=NC1)C=1C=C(C=CC1)O)(C)C 3-(5-(4-((2-(trimethylsilyl)ethoxy)methyl)-4H-1,2,4-triazol-3-yl)pyridin-3-yl)phenol